methyl ((3-(3-chlorophenyl)propoxy)carbonyl)-L-leucinate ClC=1C=C(C=CC1)CCCOC(=O)N[C@@H](CC(C)C)C(=O)OC